CC(C)C1=C(C(=CC(=C1N)C(C)C)C(C)C)N 2,4,6-Tri(propan-2-yl)benzene-1,3-diamine